C(=O)(O)N(C=1NC=CC1)C(=O)O 2-(dicarboxyamino)-1H-pyrrole